FC1=CC(=C(OC2=C(C(=O)NC3=CC(NC=C3)=O)C=C(C(=C2)C(F)(F)F)OC2CCN(CC2)C)C=C1)C 2-(4-Fluoro-2-methylphenoxy)-5-((1-methylpiperidin-4-yl)oxy)-N-(2-oxo-1,2-dihydropyridin-4-yl)-4-(trifluoromethyl)benzamide